s-octyl α-methallyloxymethylacrylate C(C(C)=C)OCC(C(=O)OC(C)CCCCCC)=C